1-[(4S)-7,8-dichloro-6-(2,6-difluorophenyl)-4-methyl-4H-[1,2,4]triazolo[1,5-a][1,4]benzodiazepine-2-Yl]pyrrolidin-2-one ClC1=C(C=CC2=C1C(=N[C@H](C=1N2N=C(N1)N1C(CCC1)=O)C)C1=C(C=CC=C1F)F)Cl